3-(2-Methyl-4-oxo-10-(pyridin-2-ylmethoxy)-5,6-dihydro-2H-2,6-methanobenzo[g][1,3,5]oxadiazocin-3(4H)-yl)-N-(4-methylphenethyl)benzamid CC12OC3=C(C(NC(N1C=1C=C(C(=O)NCCC4=CC=C(C=C4)C)C=CC1)=O)C2)C=CC=C3OCC3=NC=CC=C3